4a,9a-Dihydromethanoanthraquinone C12=C(C=CC3C(C4=CC=CC=C4C(C13)=O)=O)C2